(2S)-2-cyclopropyl-4-(4-methoxybenzyl)-2,3,4,5-tetrahydropyrido[2,3-f][1,4]oxazepin-7-ol C1(CC1)[C@@H]1OC2=C(CN(C1)CC1=CC=C(C=C1)OC)N=C(C=C2)O